(R)-3-hydroxy-N-methyl-3-(thien-2-yl)propanamide methyl-(S)-2-((tert-butoxycarbonyl)amino)-2-(4,4-difluorocyclohexyl)acetate COC([C@H](C1CCC(CC1)(F)F)NC(=O)OC(C)(C)C)=O.O[C@H](CC(=O)NC)C=1SC=CC1